F[C@H]1[C@H]2CC(C[C@@H](C[C@@H]1C(=C)C=1N=NC(=CN1)C1=C(C=C(C=C1)N1C=NC=C1)O)N2)C 2-(3-(1-((1R,2R,3R,5S)-2-fluoro-7-methyl-9-azabicyclo[3.3.1]nonan-3-yl)vinyl)-1,2,4-triazin-6-yl)-5-(1H-imidazol-1-yl)phenol